BrC1=CC2=C(C(NS2(=O)=O)=O)C=C1 6-bromobenzo[d]isothiazol-3(2H)-one 1,1-dioxide